2-(methoxyimino)-3-((1-methyl-1H-pyrazol-4-yl)methyl)-8-(3-methyl-4-(pyrrolidine-1-carbonyl)piperazin-1-yl)-N-(1-methylcyclopropyl)-4-oxo-1,2,3,4-tetrahydroquinazolin-6-sulfonamide CON=C1NC2=C(C=C(C=C2C(N1CC=1C=NN(C1)C)=O)S(=O)(=O)NC1(CC1)C)N1CC(N(CC1)C(=O)N1CCCC1)C